2-(dibenzylamino)-6,7-dihydrothiazolo[5,4-c]pyridin-4(5H)-one C(C1=CC=CC=C1)N(C=1SC=2C(NCCC2N1)=O)CC1=CC=CC=C1